CN(CCC1=C(C=CC=2NC(N(C21)C=2SC(=NN2)C)=O)S(=O)(=O)NC2(CC2)CF)C [2-(dimethylamino)ethyl]-N-[1-(fluoromethyl)cyclopropyl]-3-(5-methyl-1,3,4-thiadiazol-2-yl)-2-oxo-benzoimidazole-5-sulfonamide